N-((1H-pyrrolo[3,2-c]pyridin-2-yl)methyl)-2-(3-(benzylamino)-2-oxo-6-phenylpyrazin-1(2H)-yl)acetamide trifluoroacetate FC(C(=O)O)(F)F.N1C(=CC=2C=NC=CC21)CNC(CN2C(C(=NC=C2C2=CC=CC=C2)NCC2=CC=CC=C2)=O)=O